ClC=1C=CC(=NC1)\C=C\C1=CC(=C(C=C1)C(C)C)OC (E)-5-chloro-2-(4-isopropyl-3-methoxystyryl)pyridine